4-(4-fluorophenoxy)-N-(2-((2S,4R)-2-(hydroxymethyl)-4-(trifluoromethyl)pyrrolidin-1-yl)-2-oxoethyl)benzamide FC1=CC=C(OC2=CC=C(C(=O)NCC(=O)N3[C@@H](C[C@H](C3)C(F)(F)F)CO)C=C2)C=C1